(S)-2-amino-3-cyclohexylpropanoic acid N[C@H](C(=O)O)CC1CCCCC1